(S)-5-chloro-N-(8-chloro-5-methyl-4-oxo-2,3,4,5-tetrahydropyrido[3,2-b]-[1,4]oxazepin-3-yl)-4-phenylpyrimidine-2-carboxamide ClC=1C(=NC(=NC1)C(=O)N[C@@H]1C(N(C2=C(OC1)C=C(C=N2)Cl)C)=O)C2=CC=CC=C2